2-(3-chlorobenzyl)-8-methyl-N-[2-(piperidin-1-yl)ethyl]-4,5-dihydro-2H-furo[2,3-g]indazole-7-carboxamide ClC=1C=C(CN2N=C3C4=C(CCC3=C2)OC(=C4C)C(=O)NCCN4CCCCC4)C=CC1